FC1=C(C=C2C=CN(C(C2=C1)=O)CCC[C@@H](CO)NC=1C=NN(C(C1C(F)(F)F)=O)COCC[Si](C)(C)C)C1=NC=C(C=N1)C(F)(F)F 7-fluoro-2-[(4S)-5-hydroxy-4-[[6-oxo-5-(trifluoromethyl)-1-(2-trimethylsilylethoxymethyl)pyridazin-4-yl]amino]pentyl]-6-[5-(trifluoromethyl)pyrimidin-2-yl]isoquinolin-1-one